NCC1=CC(=C(C(=C1)C)NC(=O)C1=CC2=C(OCCC3=C2SC=C3)C=C1C=1C(=NC(=CC1)C(NCC1(CCC1)CO)=O)C(=O)O)C 3-(9-((4-(aminomethyl)-2,6-dimethylphenyl)carbamoyl)-4,5-dihydrobenzo[b]thieno[2,3-d]oxepin-8-yl)-6-(((1-(hydroxymethyl)cyclobutyl)methyl)carbamoyl)picolinic acid